FC1=C(C=C(C=C1)C1=NC=CC=C1C=1C=CC2=C(N(C=N2)C2CCN(CC2)C)C1)C 6-(2-(4-fluoro-3-methylphenyl)pyridin-3-yl)-1-(1-methylpiperidin-4-yl)-1H-benzo[d]imidazole